5-(1-((4-aminobicyclo[2.2.2]oct-1-yl)methyl)-3-methylpyrrolo[3,4-c]pyrazol-5(1H,4H,6H)-yl)quinoline-8-carbonitrile NC12CCC(CC1)(CC2)CN2N=C(C1=C2CN(C1)C1=C2C=CC=NC2=C(C=C1)C#N)C